lithium magnesium zinc calcium [Ca].[Zn].[Mg].[Li]